C[C@@H]1CN2C(SC1)=NC(=C(C2=O)C#N)C=2C=NC(=CC2)C2(CC2)C (3R)-3-methyl-8-[6-(1-methyl-cyclopropyl)pyridin-3-yl]-6-oxo-2H,3H,4H,6H-pyrimido[2,1-b][1,3]thiazine-7-carbonitrile